CC1=NC(=CC=C1C)C 2,3,6-trimethyl-pyridine